3-Fluoro-5-(1-(4-fluorophenyl)-1H-1,2,3-triazol-4-yl)benzyl-carbamic acid tert-butyl ester C(C)(C)(C)OC(NCC1=CC(=CC(=C1)C=1N=NN(C1)C1=CC=C(C=C1)F)F)=O